N(C1=CC(=CC=C1)C)C=CC(=O)O.C(CCC)C=1N=NN(C1)C1=CC=C(C(=O)NNC(C2=C(C=CC(=C2)OC2CCCC2)C(F)(F)F)=O)C=C1 N'-(4-(4-butyl-1H-1,2,3-triazol-1-yl)benzoyl)-5-(cyclopentyloxy)-2-(trifluoromethyl)benzohydrazide m-toluidineacrylate